Cl.C(C1=CC=CC=C1)SC=1C=CC(=NC1)NC(CCC1=CC=CC=C1)=O N-(5-(benzylthio)pyridin-2-yl)-3-phenylpropionamide hydrochloride